C1(CCCC1)N1N=C(C=C1C1=C(C=CC=C1)C(F)(F)F)C(=O)N[C@H](CC(=O)O)CCN1CC(CC1)C(F)(F)F (3S)-3-({1-cyclopentyl-5-[2-(trifluoromethyl)phenyl]-1H-pyrazol-3-yl}formamido)-5-[3-(trifluoromethyl)pyrrolidin-1-yl]pentanoic acid